methyl 2-(4-(6-((4-cyano-2-fluorobenzyl) oxy) pyridin-2-yl)-3-nitrobenzyl)-1-(2-methoxyethyl)-1H-benzo[d]imidazole-6-carboxylate C(#N)C1=CC(=C(COC2=CC=CC(=N2)C2=C(C=C(CC3=NC4=C(N3CCOC)C=C(C=C4)C(=O)OC)C=C2)[N+](=O)[O-])C=C1)F